FC1=C2C(NC(C2=CC(=C1)C(CC)(O)C1(CCN(CC1)C)F)=O)OC 4-fluoro-6-[1-(4-fluoro-1-methylpiperidin-4-yl)-1-hydroxypropyl]-3-methoxy-2,3-dihydro-1H-isoindol-1-one